BrC=1C=C(C=CC1)C1=NC(=NC(=N1)C1=CC(=CC=C1)Br)C1=CC(=CC=C1)Br 2,4,6-tris(3-bromophenyl)-1,3,5-triazine